C(CCC)(=O)OCCC1=CC=CC=C1 2-phenylethyl butyrate